(1S,4s)-4-(8-(4-chloro-2,6-difluorophenylamino)-2-((3R,4R)-3-methyltetrahydro-2H-pyran-4-ylamino)-9H-purin-9-yl)cyclohexanecarboxamide ClC1=CC(=C(C(=C1)F)NC=1N(C2=NC(=NC=C2N1)N[C@H]1[C@H](COCC1)C)C1CCC(CC1)C(=O)N)F